4-(((5-bromo-pyrimidin-2-yl)oxy)methyl)piperidine-1-carboxylic acid tert-butyl ester C(C)(C)(C)OC(=O)N1CCC(CC1)COC1=NC=C(C=N1)Br